N1(CCCCC1)CCCC(=O)O 4-(piperidin-1-yl)butyric acid